(S,E)-tert-Butyl 2-(4-((hydroxyimino)methyl)phenyl)morpholine-4-carboxylate O\N=C\C1=CC=C(C=C1)[C@H]1CN(CCO1)C(=O)OC(C)(C)C